5-ethyl-6-fluoro-1H-indazol C(C)C=1C=C2C=NNC2=CC1F